methacryl-propyl-trimethoxysilane C(=O)(C(=C)C)CO[Si](OC)(OC)CCC